(7-Fluoro-2,3-dihydro-1H-pyrrolo[3,2-c]pyridin-6-yl)methanamine hydrochloride Cl.FC=1C2=C(C=NC1CN)CCN2